(2-fluoro-4-iodophenyl)succinamide FC1=C(C=CC(=C1)I)C(C(=O)N)CC(=O)N